4-methyl-1-[3-nitro-5-(trifluoromethyl)-2-pyridyl]piperidine-4-carboxylic acid CC1(CCN(CC1)C1=NC=C(C=C1[N+](=O)[O-])C(F)(F)F)C(=O)O